ClC1=C(C=CC=C1)NC(=O)C1=CC=C(C=C1)NC1=NC(=NC=C1F)NC1=CC=C(C=C1)CC(=O)N1CCN(CC1)C(=O)OC(C)(C)C tert-butyl 4-(2-(4-((4-((4-((2-chlorophenyl)carbamoyl)phenyl) amino)-5-fluoropyrimidin-2-yl)amino)phenyl)acetyl)piperazine-1-carboxylate